C(C)N1N=CC2=C1CN(C2)C(=O)C=2C=C1C(=C(NC1=C(C2)C=2C(=NC(=CC2)C)CC)C=2CN(CCC2)C(=O)OC(C)(C)C)F tert-butyl 3-(5-(1-ethyl-1,4,5,6-tetrahydropyrrolo[3,4-c]pyrazole-5-carbonyl)-7-(2-ethyl-6-methylpyridin-3-yl)-3-fluoro-1H-indol-2-yl)-5,6-dihydropyridine-1(2H)-carboxylate